7-(4-cyano-4-phenylcyclohexyl)-2,7-diazaspiro[3.5]nonane-2-carboxylic acid ethyl ester C(C)OC(=O)N1CC2(C1)CCN(CC2)C2CCC(CC2)(C2=CC=CC=C2)C#N